1-(2-methanesulfonylethyl)-4-{1-[5-(pyridin-4-yl)-1H-pyrazole-3-carbonyl]piperidine-4-carbonyl}piperazine CS(=O)(=O)CCN1CCN(CC1)C(=O)C1CCN(CC1)C(=O)C1=NNC(=C1)C1=CC=NC=C1